C(C)(C)(C)OC(=O)N1C[C@@H](CCC1)N1N=C(C=2C1=NC=NC2N)C2=CC=C(C=1OCOC12)NC(C1=CC=C(C=C1)N(CC)CC)=O (R)-3-(4-amino-3-(7-(4-(diethylamino)benzamido)benzo[d][1,3]dioxol-4-yl)-1H-pyrazolo[3,4-d]pyrimidin-1-yl)piperidine-1-carboxylic acid tert-butyl ester